2-OXO-IMIDAZOLIDINE-4-CARBALDEHYDE O=C1NCC(N1)C=O